BrC(C(=O)OCC)C1=C2C(CCOC2=CC=C1)(C)C ethyl 2-bromo-2-(4,4-dimethylchroman-5-yl)acetate